FC(C=1N=CC=2N(C1)C(=CN2)C2=NC=CC(=N2)N2CC(CC2)CO)(F)F (1-(2-(6-(Trifluoromethyl)imidazo[1,2-a]pyrazin-3-yl)pyrimidin-4-yl)pyrrolidin-3-yl)methanol